(S)-N-((S)-1-(2,4-difluorophenyl)ethyl)-2-(1,1-dioxido-3-oxo-3,4-dihydro-2H-benzo[e][1,2,4]thiadiazin-2-yl)-3-phenylpropanamide FC1=C(C=CC(=C1)F)[C@H](C)NC([C@H](CC1=CC=CC=C1)N1S(C2=C(NC1=O)C=CC=C2)(=O)=O)=O